3-(sec-butyl)-4-(2-oxoindoline-5-carbonyl)-1,3,4,5-tetrahydro-2H-benzo[1,4]diazepin-2-one C(C)(CC)C1C(NC2=C(CN1C(=O)C=1C=C3CC(NC3=CC1)=O)C=CC=C2)=O